ClC=1C=C(C=CC1)C=1C(=C(C(=NC1)C(=O)NCC(=O)OCC)OCC1=CC=C(C=C1)OC)CC ethyl (5-(3-chlorophenyl)-4-ethyl-3-((4-methoxybenzyl)oxy)picolinoyl)glycinate